O=C1NC(CCC1N1C(C2=CC=CC(=C2C1=O)N1CCN(CC1)CC1(CCN(CC1)C(=O)OC(C)(C)C)O)=O)=O tert-butyl 4-((4-(2-(2,6-dioxopiperidin-3-yl)-1,3-dioxoisoindolin-4-yl)piperazin-1-yl)methyl)-4-hydroxypiperidine-1-carboxylate